FC1=CC=C(C=C1)C1=NC(=NO1)C1CCN(CC1)C(CC1=NON=C1C)=O 1-(4-(5-(4-fluorophenyl)-1,2,4-oxadiazol-3-yl)piperidin-1-yl)-2-(4-methyl-1,2,5-oxadiazol-3-yl)ethan-1-one